C(C=C)N1N(C2=NC(=NC=C2C1=O)NC1=CC=C(C=C1)CC(=O)NO)C1=NC(=CC=C1)C(C)(C)O 2-(4-((2-allyl-1-(6-(2-hydroxypropan-2-yl)pyridin-2-yl)-3-oxo-2,3-dihydro-1H-pyrazolo[3,4-d]pyrimidin-6-yl)amino)phenyl)-N-hydroxyacetamide